C(C)S(=O)(=O)C=1C(=NC=CC1)C1=NC2=C(N1C)C(=CC(=C2)C(F)(F)F)Br 2-(3-ethylsulfonyl-pyridin-2-yl)-7-bromo-1-methyl-5-trifluoromethyl-1H-benzimidazole